creatine tert-butyl ester hydrochloride Cl.C(C)(C)(C)OC(=O)CN(C)C(N)=N